(R)-1-(cyclopropylmethyl)piperidin-3-amine C1(CC1)CN1C[C@@H](CCC1)N